Tert-butyl-(1-((2-(((4-(3,5-dimethoxystyryl) phenoxy) carbonyl) amino) ethyl) amino)-3-methyl-1-oxobutan-2-yl) carbamate C(N)(OC(C(=O)NCCNC(=O)OC1=CC=C(C=C1)C=CC1=CC(=CC(=C1)OC)OC)C(CC(C)(C)C)C)=O